CN1C2=NC=NC(=C2N=C1)C=O (9-methylpurine-6-yl)methanone